NCCCOCCCOCCCN 3-[3-(3-Aminopropoxy)propoxy]propan-1-amine